methylenebisisopropylnaphthalene sodium [Na].C=CC(C)C1=C(C=CC2=CC=CC=C12)C(C)C